C(C)(C)(C)OC(=O)N1C=CC2=C(C=C(C=C12)NC1=NC(=CC(=C1)Cl)C#N)Cl.CN1N=C(C(=C1)C=1C(=NC(=CC1)C1=NNC=C1)C(=O)N)C1=NC=C(C=C1)N1CCOCC1 (1-methyl-3-(5-morpholinylpyridin-2-yl)-1H-pyrazol-4-yl)-6-(1H-pyrazol-3-yl)picolinamide tert-butyl-4-chloro-6-[(4-chloro-6-cyano-2-pyridyl)amino]indole-1-carboxylate